ClC1=C(C(=CC=C1Cl)O)[C@H]1C[C@@H]2N(C(CN(C2)C([C@@H](CO)OC)=O)=O)CC1 (8R,9aS)-8-(2,3-dichloro-6-hydroxyphenyl)-2-[(2R)-3-hydroxy-2-methoxypropanoyl]-hexahydro-1H-pyrido[1,2-a]pyrazin-4-one